CC1(N(CC[C@H](C1)CN1CCN(CC1)C1COC1)C1=NN(C(=C1)C)C1CC2(CN(C2)C(=O)OC(C)(C)C)C1)C tert-butyl (R)-6-(3-(2,2-dimethyl-4-((4-(oxetan-3-yl)piperazin-1-yl)methyl)piperidin-1-yl)-5-methyl-1H-pyrazol-1-yl)-2-azaspiro[3.3]heptane-2-carboxylate